NC1=C(C=C(C=N1)NC(C(=O)N1C(CCC(C1)C)C1=CC2=C(NN=C2)S1)=O)CC N-(6-amino-5-ethylpyridin-3-yl)-2-(5-methyl-2-(1H-Thieno[2,3-c]Pyrazol-5-yl)piperidin-1-yl)-2-oxoacetamide